C(CCCC)C1=CC=2CC3=CC(=CC=C3C2C=C1)CCCCC 2,7-dipentylfluorene